1-(chloromethyl)-4-(2-ethoxyethoxy)benzene ClCC1=CC=C(C=C1)OCCOCC